[({[(E)-benzoyloxy]methoxy}[(1E)-3-[N-(benzyloxy)-1-phenylformamido]prop-1-en-1-yl]phosphoryl)oxy]methyl benzoate C(C1=CC=CC=C1)(=O)OCOP(=O)(\C=C\CN(C(=O)C1=CC=CC=C1)OCC1=CC=CC=C1)OCOC(C1=CC=CC=C1)=O